C(C)OC(C(=O)C1CS(C2=CC(=CC=C2C1=O)Cl)(=O)=O)=O 2-(7-Chloro-1,1-dioxo-4-oxothiochroman-3-yl)-2-oxoacetic acid ethyl ester